(3S)-5-chloro-N-(3-{2-[(1-cyclopropylpiperidin-4-yl)amino]-5-fluoroquinazolin-6-yl}-2,4-difluorophenyl)-3-hydroxy-2,3-dihydro-1-benzofuran-7-sulfonamide ClC=1C=C(C2=C([C@@H](CO2)O)C1)S(=O)(=O)NC1=C(C(=C(C=C1)F)C=1C(=C2C=NC(=NC2=CC1)NC1CCN(CC1)C1CC1)F)F